(4-amino-1,3-dihydrofuro[3,4-c][1,7]naphthyridin-8-yl)((3R,5S)-3-(4-(difluoromethoxy)-3-fluorophenyl)-5-methyl-4-morpholinyl)methanone NC1=NC=2C=NC(=CC2C2=C1COC2)C(=O)N2[C@@H](COC[C@@H]2C)C2=CC(=C(C=C2)OC(F)F)F